aminosulfonylaminocarbonylamino (aminocarbonylcarboxylate) NC(=O)C(=O)ONC(=O)NS(=O)(=O)N